CN(C=1C=C2C(=CC=NC2=CC1)NC1=NC=C(C(=O)NC2=NC=C(C=C2)NC2=CC=CC=C2)C=C1)C.[Pt+] Platinum (i) 6-((6-(dimethylamino)quinolin-4-yl)amino)-N-(5-(phenylamino)pyridin-2-yl)nicotinamide